N[C@@H]1[C@@H](N(CC12CC2)C(=O)OC(C)(C)C)CC2=C(C(=CC=C2)Br)F tert-butyl (6S,7S)-7-amino-6-[(2-fluoro-3-bromo-phenyl)methyl]-5-azaspiro[2.4]heptane-5-carboxylate